BrC1=NC(=CC=C1NC(OC(C)(C)C)=O)Cl tert-Butyl N-(2-bromo-6-chloropyridin-3-yl)carbamate